(((1-Methyl-1H-imidazol-2-yl)methyl)azanediyl)bis(hexane-6,1-diyl) bis(2-hexyldecanoate) C(CCCCC)C(C(=O)OCCCCCCN(CCCCCCOC(C(CCCCCCCC)CCCCCC)=O)CC=1N(C=CN1)C)CCCCCCCC